tert-Butyl N-[(9R)-7-[(6S)-6-[3-amino-6-methylthieno[2,3-b]pyridine-2-amido]-5,6,7,8-tetrahydroquinolin-2-yl]-1,4-dioxa-7-azaspiro[4.4]nonan-9-yl]carbamate NC1=C(SC2=NC(=CC=C21)C)C(=O)N[C@@H]2CC=1C=CC(=NC1CC2)N2CC1(OCCO1)[C@@H](C2)NC(OC(C)(C)C)=O